2-[[(1R)-1-(6-Fluoro-4-oxo-2-phenyl-chromen-8-yl)ethyl]amino]benzoic acid FC=1C=C2C(C=C(OC2=C(C1)[C@@H](C)NC1=C(C(=O)O)C=CC=C1)C1=CC=CC=C1)=O